CS(=O)(=O)C1=CC=C(C2=C1C=CO2)NCC#CC2=CN(C=1C=CC=C(C21)N)CC(F)(F)F 3-(((4-(methylsulfonyl)benzofuran-7-yl)amino)prop-1-yn-1-yl)-1-(2,2,2-trifluoroethyl)-1H-indol-4-amine